FC(C1=CC=C(C=C1)CCC(C)C=1C=C2C(=CNC2=CC1)NC(=O)C1CCC1)(F)F N-(5-(4-(4-(trifluoromethyl)phenyl)butan-2-yl)-1H-indol-3-yl)cyclobutanecarboxamide